7-((4-Fluoro-2-(trifluoromethyl)benzyl)oxy)-1,2,3,4-tetrahydroisoquinoline FC1=CC(=C(COC2=CC=C3CCNCC3=C2)C=C1)C(F)(F)F